3-(2-(4-isobutoxy-3-isopropyl-6-oxopyridazin-1(6H)-yl)acetamido)bicyclo[1.1.1]pentane-1-carboxylic acid 1,3-dioxoisoindolin-2-yl ester O=C1N(C(C2=CC=CC=C12)=O)OC(=O)C12CC(C1)(C2)NC(CN2N=C(C(=CC2=O)OCC(C)C)C(C)C)=O